(3-{[2-(4-Chlorophenyl)imidazo[1,2-a]pyridin-3-yl]methyl}-3,6-diazabicyclo[3.1.1]hept-6-yl)-(cyclohexyl)methanon ClC1=CC=C(C=C1)C=1N=C2N(C=CC=C2)C1CN1CC2N(C(C1)C2)C(=O)C2CCCCC2